N-(4-fluoro-3-methylphenyl)-5-(2-(((1s,4s)-4-hydroxycyclohexyl)amino)-2-oxoacetyl)-1,4-dimethyl-2-(thiazol-2-yl)-1H-pyrrole-3-carboxamide FC1=C(C=C(C=C1)NC(=O)C1=C(N(C(=C1C)C(C(=O)NC1CCC(CC1)O)=O)C)C=1SC=CN1)C